O=S1(CC2(C1)CN(C2)C(=O)N2CC1(C2)CCC(CC1)CC1=NC=C(C=C1)C(F)(F)F)=O (2,2-dioxo-2lambda6-thia-6-azaspiro[3.3]heptan-6-yl)-[7-[[5-(trifluoromethyl)-2-pyridyl]methyl]-2-azaspiro[3.5]nonan-2-yl]methanone